4-(acetoxyimino)-4-(3-nitrophenyl)-2-butenoic acid ethyl ester C(C)OC(C=CC(C1=CC(=CC=C1)[N+](=O)[O-])=NOC(C)=O)=O